C1CCN2CC=CC12CO (tetrahydro-pyrrolizin-7a-yl)-methanol